10-methyl-6-methyleneundeca-4,9-dien-1-yne CC(=CCCC(C=CCC#C)=C)C